ClC=1C=C2C(=CN1)N(N=C2C2=NC(=NC(=C2)C)C(C)(F)F)CC 5-chloro-3-[2-(1,1-difluoroethyl)-6-methyl-pyrimidin-4-yl]-1-ethyl-pyrazolo[3,4-c]pyridine